CC(C)N1N=CC=C1C1=CC=C(S1)CN1C(NN=C1)=O 4-({5-[1-(propan-2-yl)-1H-pyrazol-5-yl]thiophen-2-yl}methyl)-2,4-dihydro-3H-1,2,4-triazol-3-one